diisopropoxyacetoacetate C(C)(C)OC(C(CC(=O)[O-])=O)OC(C)C